C1NCC2=C(C=CC=C12)C1=NC(=NC(=N1)C1=NC(=CC=C1)C(F)(F)F)NC1=CC(=NC=C1)C(F)(F)F 4-(isoindolin-4-yl)-6-(6-(trifluoromethyl)pyridin-2-yl)-N-(2-(trifluoromethyl)pyridin-4-yl)-1,3,5-triazin-2-amine